FC=1C=C(C=C(C1N1CCC(CC1)C(F)(F)F)F)NC=1C=CC2=C(OCC(N2)=O)C1 7-((3,5-difluoro-4-(4-(trifluoromethyl)piperidin-1-yl)phenyl)amino)-2H-benzo[b][1,4]oxazin-3(4H)-one